2-methyl-6-(3,5-dimethoxybenzylamino)purine CC1=NC(=C2NC=NC2=N1)NCC1=CC(=CC(=C1)OC)OC